COC(=O)C1N(CCOC1)CC1=CC=C(C=C1)C#CC1=CC=C(C=C1)C1=CC(=NO1)CN1C(=NC=C1)[C@H](C)OC1OCCCC1 4-(4-((4-(3-((2-((1S)-1-((tetrahydro-2H-pyran-2-yl)oxy)ethyl)-1H-imidazol-1-yl)methyl)isoxazol-5-yl)phenyl)ethynyl)benzyl)Morpholine-3-carboxylic acid methyl ester